BrC1=CC(=C(CNC(=O)NC2CCCC2)C(=C1)C)C 1-(4-bromo-2,6-dimethylbenzyl)-3-cyclopentylurea